NC=1C=2OC(C3=CC(=CC=C3N3N=CC=C3CN3C=NC(=C3C(=CN1)C2)C#N)F)C 22-amino-16-fluoro-19-methyl-20-oxa-4,6,11,12,23-pentaazapentacyclo[19.3.1.02,6.08,12.013,18]pentacosa-1(24),2,4,8,10,13,15,17,21(25),22-decaene-3-carbonitrile